benzyl 5-[(1S,5R)-3,6-diazabicyclo[3.1.1]hept-3-yl]-2-methyl-benzoate [C@H]12CN(C[C@H](N1)C2)C=2C=CC(=C(C(=O)OCC1=CC=CC=C1)C2)C